2-(6-(azetidin-3-yl)pyridazin-3-yl)-5-(7-methoxy-2-methyl-2H-pyrazolo[3,4-c]pyridin-5-yl)phenol trifluoroacetate FC(C(=O)O)(F)F.N1CC(C1)C1=CC=C(N=N1)C1=C(C=C(C=C1)C1=CC=2C(C(=N1)OC)=NN(C2)C)O